1H-INDAZOLE-3-CARBOXALDEHYDE N1N=C(C2=CC=CC=C12)C=O